N(C(=N)N)C1=CC=C(C(=O)[O-])C=C1 4-guanidinobenzoate